N-(1-((1s,3s)-3-ethoxycyclobutyl)-3-(pyridin-2-yl)-1H-pyrazol-4-yl)-2-(3-methyl-1H-pyrazol-4-yl)thiazole-4-carboxamide C(C)OC1CC(C1)N1N=C(C(=C1)NC(=O)C=1N=C(SC1)C=1C(=NNC1)C)C1=NC=CC=C1